BrCC=1C(=NN(C1)C1=CC=CC=C1)C1=CC=C(C=C1)Br (bromomethyl)-3-(4-bromophenyl)-1-phenyl-1H-pyrazole